2-[4-[8-[3-ethyl-4-[4-[(3S)-3-(hydroxymethyl)piperazine-1-carbonyl]piperidine-1-carbonyl]anilino]imidazo[1,2-a]pyrazin-3-yl]-2,3-difluorophenoxy]acetonitrile C(C)C=1C=C(NC=2C=3N(C=CN2)C(=CN3)C3=C(C(=C(OCC#N)C=C3)F)F)C=CC1C(=O)N1CCC(CC1)C(=O)N1C[C@H](NCC1)CO